[N+](=O)([O-])C1=CC=C(C=C1)OC(NC1=CC(=C(C=C1)C1=CN=C(S1)C1=NC=C(C=C1)OC(C)C)S(NC(C)(C)C)(=O)=O)=O (4-nitrophenyl)N-[3-(tert-butylsulfamoyl)-4-[2-[5-(isopropoxy)-pyridyl]thiazol-5-yl]phenyl]carbamate